COC([C@H](C)O)=O.ClC=1C=C(C(=O)NC2=CC=C(C=C2)C2(CCC2)C(NCCC(F)(F)F)=O)C=CC1 3-chloro-N-(4-{1-[(3,3,3-trifluoropropyl)carbamoyl]cyclobutyl}phenyl)benzamide methyl-(2S)-2-hydroxypropionate